(3R)-3-(tert-butoxycarbonylamino)-4-oxo-5-[(4-phenoxyphenyl)methyl]-2,3-dihydro-1,5-benzothiazepine-7-carboxylic acid C(C)(C)(C)OC(=O)N[C@H]1CSC2=C(N(C1=O)CC1=CC=C(C=C1)OC1=CC=CC=C1)C=C(C=C2)C(=O)O